di-valinylvalinate N[C@@H](C(C)C)C(=O)N([C@@H](C(C)C)C(=O)[O-])C([C@@H](N)C(C)C)=O